1-(2-ethyl-4-fluorophenyl)-3-(2-methyl-6-oxo-1,6-dihydropyridin-3-yl)-6-(trifluoromethyl)-2,3-dihydroquinazolin-4(1H)-one C(C)C1=C(C=CC(=C1)F)N1CN(C(C2=CC(=CC=C12)C(F)(F)F)=O)C1=C(NC(C=C1)=O)C